CC(C)(C)C=1C=C(C2=C(C(C(O2)=O)(C(F)(F)F)O)C1)C(C)(C)C 5,7-Bis(1,1-dimethylethyl)-3-hydroxy-3-(trifluoromethyl)-2(3H)-benzofuranone